FC(COC=1C=CC(=NC1)C=1C(=NC=CN1)C(C)NC(C1=CC(=CC(=C1)S(=O)(=O)C(F)(F)F)C(F)(F)F)=O)F N-[1-[3-[5-(2,2-difluoroethoxy)-2-pyridyl]pyrazin-2-yl]ethyl]-3-(trifluoromethyl)-5-(trifluoromethylsulfonyl)benzamide